4,4-Difluoro-N-(3-hydroxy-4-(4-(2-methoxyphenyl)piperazin-1-yl)butyl)piperidine-1-carboxamide FC1(CCN(CC1)C(=O)NCCC(CN1CCN(CC1)C1=C(C=CC=C1)OC)O)F